(methylethylamine) vanadium [V].CNCC